[O-]S(=O)(=O)C(F)(F)F.C(C)(C)(C)OC(=O)N1CC2(CN(C2)S(=O)(=O)N2C=[N+](C=C2)C)C1 1-((6-(tert-butoxycarbonyl)-2,6-diazaspiro[3.3]hept-2-yl)sulfonyl)-3-methyl-1H-imidazol-3-ium triflate